3-((2,4-difluorophenyl)amino)-4-(methyl((5-(5-(trifluoromethyl)-1,2,4-oxadiazol-3-yl)pyridin-2-yl)methyl)amino)cyclobut-3-ene-1,2-dione FC1=C(C=CC(=C1)F)NC=1C(C(C1N(CC1=NC=C(C=C1)C1=NOC(=N1)C(F)(F)F)C)=O)=O